(pent-4-enamide) propanoate C(CC)(=O)O.C(CCC=C)(=O)N